COC1=CC=C(CN(C2=CC(=CC(=N2)C2=C(C=C3C(=NC(=NC3=C2F)F)N2CCN(CC2)C(=O)OC(C)(C)C)Cl)C)CC2=CC=C(C=C2)OC)C=C1 tert-butyl 4-(7-(6-(bis(4-methoxybenzyl)amino)-4-methylpyridin-2-yl)-6-chloro-2,8-difluoroquinazolin-4-yl)piperazine-1-carboxylate